COC1=CC(=C(C=C1)C1=C(NC2=CC=C(C=C12)F)C(=O)OCC)C=O ethyl 3-(4-methoxy-2-formylphenyl)-5-fluoro-1H-indole-2-carboxylate